6-Fluoro-5-(trifluoromethyl)pyridin FC1=C(C=CC=N1)C(F)(F)F